2-trifluoromethoxy-N-(4-(N-(3-chloro-2-methylphenyl)sulfamoyl)phenyl)benzenesulfonamide FC(OC1=C(C=CC=C1)S(=O)(=O)NC1=CC=C(C=C1)S(NC1=C(C(=CC=C1)Cl)C)(=O)=O)(F)F